7-hydroxycoumarin-3-carboxylate OC1=CC=C2C=C(C(OC2=C1)=O)C(=O)[O-]